6-phenoxy-1H-benzo[d]imidazole O(C1=CC=CC=C1)C=1C=CC2=C(NC=N2)C1